ClC1=CC=C(C=C1)[C@@]1(N(C(C2=CC(=CC(=C12)F)C(CC)(C=1N=CN(C1)C)O)=O)[C@@H](CO)C1=CC=C(C#N)C=C1)O[C@@H]1COCC1 4-[(1R)-1-[(1R)-1-(4-Chlorophenyl)-7-fluoro-5-[1-hydroxy-1-(1-methyl-1H-imidazol-4-yl)propyl]-3-oxo-1-[(3S)-oxolan-3-yloxy]-2,3-dihydro-1H-isoindol-2-yl]-2-hydroxyethyl]benzonitril